O=C1NCCC1C(=O)NC1=CNC2=CC=C(C=C12)C=1C=NN(C1)C1=CC=C(C=C1)C(F)(F)F 2-oxo-N-(5-{1-[4-(trifluoromethyl)phenyl]-1H-pyrazol-4-yl}-1H-indol-3-yl)pyrrolidine-3-carboxamide